L-histidine potassium salt [K+].N[C@@H](CC1=CNC=N1)C(=O)[O-]